1H-7-azabenzotriazole N1N=NC2=C1N=CC=C2